F[C@H]1[C@H](C1)C(=O)NC1=NC=C2C=C(C=3N(C2=C1)C(=CN3)C)C=3C=NC(=CC3C)[C@H](CCC)O (1R,2R)-2-fluoro-N-(4-{6-[(1S)-1-hydroxybutyl]-4-methylpyridin-3-yl}-1-methylimidazo[1,2-a]1,6-naphthyridin-8-yl)cyclopropane-1-carboxamide